CO\C=C\C(CC)=O (E)-1-methoxy-pent-1-en-3-one